4-[4-[3-(4-acetyl-3-hydroxy-2-propylphenoxy)propylsulfonyl]phenyl]-4-oxo-butanoic acid hydrochloride Cl.C(C)(=O)C1=C(C(=C(OCCCS(=O)(=O)C2=CC=C(C=C2)C(CCC(=O)O)=O)C=C1)CCC)O